ClC=1C(=NC=2CN(CCC2C1)CC1=NC2=C(N1C[C@H]1OCC1)C=C(C=C2)C(=O)O)OCC2=C(C=C(C=C2)C(F)F)F 2-[(3-chloro-2-{[4-(difluoromethyl)-2-fluorophenyl]methoxy}-5,6,7,8-tetrahydro-1,7-naphthyridin-7-yl)methyl]-1-{1-[(2S)-oxetan-2-yl]methyl}-1H-1,3-benzodiazole-6-carboxylic acid